C12(CC3CC(CC(C1)C3)C2)NC(=O)C2=CC=C(C(=N2)C(=O)OC)C=2C(=CC3=C(OCCC1=C3SC=C1)C2)C(NC2=CC=C(C=C2)CN)=O methyl 6-(((1s,3s)-adamantan-1-yl)carbamoyl)-3-(9-((4-(aminomethyl)phenyl)carbamoyl)-4,5-dihydrobenzo[b]thieno[2,3-d]oxepin-8-yl)picolinate